P1=CC=C1 phosphete